C(=C)C=1C=C(C[Si](Cl)(C)CC2=CC(=CC=C2)C=C)C=CC1 bis(3-vinyl-benzyl)methyl-chlorosilane